ethyl 4-chloro-6-((3-methoxyazetidin-1-yl)methyl)nicotinate ClC1=CC(=NC=C1C(=O)OCC)CN1CC(C1)OC